2-amino-N-((5-bromo-2-pyridinyl)methyl)-3-methyl-N-((1R)-1-(2-pyrimidinyl)ethyl)-6-quinolinecarboxamide NC1=NC2=CC=C(C=C2C=C1C)C(=O)N([C@H](C)C1=NC=CC=N1)CC1=NC=C(C=C1)Br